ClC1=C(C=C(C=C1)NNC(=N)CC(=O)OCC)F ethyl 2-[N-[(4-chloro-3-fluorophenyl)amino]carbamimidoyl]acetate